2-[3,5-dibromo-2-({[3-bromo-1-(3-chloropyridin-2-yl)-1H-pyrazol-5-yl]carbonyl}amino)-5-cyano-3-methylbenzoyl]-2-methylhydrazinecarboxylic acid methyl ester COC(=O)NN(C)C(C=1C(C(CC(C1)(C#N)Br)(C)Br)NC(=O)C1=CC(=NN1C1=NC=CC=C1Cl)Br)=O